C(#C)C1=CC=C(CC2=NC3=C(N2C(=O)N)C=CC=C3N3CCN(CC3)C)C=C1 (4-Ethynylbenzyl)-4-(4-methylpiperazin-1-yl)-1H-benzo[d]imidazole-1-carboxamide